ClC1=CC=2N(C=C1OC)C=CN2 7-chloro-6-methoxy-imidazo[1,2-a]pyridine